6-ethyl-pyrazine-2-carboxamide C(C)C1=CN=CC(=N1)C(=O)N